C(#N)C1=CC=C(CCN[C@@H]([C@@H]2CNC3=C(O2)N=CC(=C3)C3=C(C#N)C=C(C=C3)O)C3=CC=CC=C3)C=C1 2-((S)-3-((R)-((4-cyanophenethyl)amino)(phenyl)methyl)-2,3-dihydro-1H-pyrido[2,3-b][1,4]oxazin-7-yl)-5-hydroxybenzonitrile